COC(C1=C(C(=CC(=C1)[N+](=O)[O-])N(C1CCOCC1)CCC)C)=O (propyl-(tetrahydro-2H-pyran-4-yl)amino)-2-methyl-5-nitrobenzoic acid methyl ester